1-(2-chloro-4-((5-(2-methoxyethoxy)-2,3-dihydro-[1,4]dioxino[2,3-f]quinazolin-10-yl)oxy)phenyl)-3-cyclopentylurea ClC1=C(C=CC(=C1)OC1=NC=NC2=CC(=C3C(=C12)OCCO3)OCCOC)NC(=O)NC3CCCC3